2-(5-amino-2-(furan-2-yl)-7H-pyrazolo[4,3-e][1,2,4]triazolo[1,5-c]pyrimidin-7-yl)-N-(1-(4-(2-methoxyethoxy)phenyl)piperidin-4-yl)-2-phenylpropionamide NC1=NC2=C(C=3N1N=C(N3)C=3OC=CC3)C=NN2C(C(=O)NC2CCN(CC2)C2=CC=C(C=C2)OCCOC)(C)C2=CC=CC=C2